N1C=CC2=CC=C(C=C12)NC(=S)N N-(indol-6-yl)thiourea